BrC1=C2C[C@H]([C@@H](C2=CC=C1)NC(OC(C)(C)C)=O)OC O-tert-butyl ((1R,2R)-4-bromo-2-methoxy-2,3-dihydro-1H-inden-1-yl)carbamate